5-(4-((5-Chloro-6-(2H-1,2,3-triazol-2-yl)pyridin-3-yl)carbamoyl)-5-(trifluoromethyl)-1H-pyrazol-1-yl)isochinolin-1-carboxamid ClC=1C=C(C=NC1N1N=CC=N1)NC(=O)C=1C=NN(C1C(F)(F)F)C1=C2C=CN=C(C2=CC=C1)C(=O)N